(E)-3-(3,4-bis(benzyloxy)phenyl)-1-(2-hydroxy-5-isopropylphenyl)prop-2-en-1-one C(C1=CC=CC=C1)OC=1C=C(C=CC1OCC1=CC=CC=C1)/C=C/C(=O)C1=C(C=CC(=C1)C(C)C)O